COC(=O)C=1C(=CN(C2CC(N(S(C21)(=O)=O)C)(CC)CCCC)C2=CC=CC=C2)SC 3-Butyl-3-ethyl-2-methyl-7-(methylsulfanyl)-5-phenyl-2,3,4,5-tetrahydro-1,2,5-benzothiadiazine-8-carboxylic acid methyl ester 1,1-dioxide